Ethyl (4-(2-(1H-tetrazol-5-yl)phenylaminocarbonyl)-2,5-dihydroxyphenyl)azetat N1N=NN=C1C1=C(C=CC=C1)NC(=O)C1=CC(=C(C=C1O)C=1C(=NC1)C(=O)OCC)O